COC([C@@H](CN[C@@H](C)C=1C=NC(=NC1)C(F)(F)F)O)=O methyl-(R)-2-hydroxy-3-(((S)-1-(2-(trifluoromethyl)pyrimidin-5-yl)ethyl)amino)propanoate